(R)-3-(1-methylpiperidin-4-yl)-1,2,3,4,4a,5-hexahydrobenzo[b]pyrazino[1,2-d][1,4]oxazin CN1CCC(CC1)N1C[C@H]2N(C3=C(OC2)C=CC=C3)CC1